NC1=NC=2C=C(C(=CC2C2=C1C=NN2C)C(=O)N(C)[C@H]2CSC1=C2C=CC(=C1)Br)F 4-amino-N-((3R)-6-bromo-2,3-dihydro-1-benzothiophen-3-yl)-7-fluoro-N,1-dimethyl-1H-pyrazolo[4,3-c]quinoline-8-carboxamide